nonyl lauryl ether C(CCCCCCCCCCC)OCCCCCCCCC